CC1=CC[C@H](OC1=O)[C@@H](C)[C@H]2CC[C@@]3([C@@]2(CC[C@]45[C@H]3CC[C@@H]6[C@]4(C5)CC[C@@H]([C@@]6(C)C(=O)O)O[C@H]7[C@@H]([C@H]([C@@H]([C@H](O7)CO)O)O)O)C)C The molecule is a triterpenoid saponin that is (22S,24Z)-3beta-hydroxy-26-oxo-22,26-epoxy-9beta,19-cyclolanost-24-en-28-oic acid having a beta-D-glucosyl residue attached at position 3 via a glycosidic bond. It has a role as a plant metabolite. It is a steroid lactone, a triterpenoid saponin and a pentacyclic triterpenoid.